tert-butyl (4-bromo-2-(trifluoromethyl)benzyl)carbamate BrC1=CC(=C(CNC(OC(C)(C)C)=O)C=C1)C(F)(F)F